BrC1=C(C(=C(C(=O)N)C(=C1)NC=1C(=NC=CC1)C(C)C)F)Cl 4-bromo-3-chloro-2-fluoro-6-((2-isopropylpyridin-3-yl)amino)benzamide